3-(1-oxo-5-(1-((4,5,6,7-tetrahydropyrazolo[1,5-a]pyridin-2-yl)methyl)piperidin-4-yl)isoindolin-2-yl)piperidine-2,6-dione O=C1N(CC2=CC(=CC=C12)C1CCN(CC1)CC1=NN2C(CCCC2)=C1)C1C(NC(CC1)=O)=O